BrC=1C=C2C(=[N+](N(C2=CC1)CC(C)C)[O-])C(C1=C(C=CC=C1)C(=O)OC(C(F)(F)F)C(F)(F)F)=O 5-Bromo-3-(2-(((1,1,1,3,3,3-hexafluoropropan-2-yl)oxy)carbonyl)benzoyl)-1-isobutyl-1H-indazole 2-oxide